piperidin-4-yl 1-(6-(5-(6-methylpyridin-2-yl)-1H-imidazol-4-yl)quinolin-3-yl)piperidine-4-carboxylate CC1=CC=CC(=N1)C1=C(N=CN1)C=1C=C2C=C(C=NC2=CC1)N1CCC(CC1)C(=O)OC1CCNCC1